3,4,5-trimethyl-1-cyclopentyl methacrylate C(C(=C)C)(=O)OC1CC(C(C1C)C)C